1-Benzyl-7-chloro-8-fluoro-4-hydroxy-1,6-naphthyridin-2(1H)-one C(C1=CC=CC=C1)N1C(C=C(C2=CN=C(C(=C12)F)Cl)O)=O